N-[7-methoxy-4-(1-methyl-1H-pyrazol-4-yl)-1H-1,3-benzodiazol-2-yl]-1-(2-methoxyethyl)-1H-pyrazole-4-carboxamide COC1=CC=C(C2=C1NC(=N2)NC(=O)C=2C=NN(C2)CCOC)C=2C=NN(C2)C